1-triethoxysilyl-6-bis(triethoxysilylpropylamino)methylsilylhexane C(C)O[Si](CCCCCC[SiH2]C(NCCC[Si](OCC)(OCC)OCC)NCCC[Si](OCC)(OCC)OCC)(OCC)OCC